tert-butyl (S,E)-7-(2,2-difluoroethoxy)-2-((3-(7-(dimethylamino)-2-((methoxycarbonyl)amino)-7-oxohept-5-enamido)-2-oxopyridin-1(2H)-yl)methyl)-5-fluoro-1H-indole-1-carboxylate FC(COC=1C=C(C=C2C=C(N(C12)C(=O)OC(C)(C)C)CN1C(C(=CC=C1)NC([C@H](CC\C=C\C(=O)N(C)C)NC(=O)OC)=O)=O)F)F